ClC1=C(C(=C(C=C1OC)OC)Cl)C=1N=C(C2=C(N1)C=NC(=C2)N[C@@H]2COCC[C@@H]2NC(C=C)=O)N2CCC(CC2)(C)O N-((3S,4S)-3-((2-(2,6-dichloro-3,5-dimethoxyphenyl)-4-(4-hydroxy-4-methyl-piperidin-1-yl)pyrido[3,4-d]pyrimidin-6-yl)amino)tetrahydro-2H-pyran-4-yl)acrylamide